2-((2-ethylthiazol-5-yl)methyl)-6-(2-(2,2,2-trifluoroethoxy)pyrimidin-5-yl)pyridazin-3(2H)-one C(C)C=1SC(=CN1)CN1N=C(C=CC1=O)C=1C=NC(=NC1)OCC(F)(F)F